Cetyl octanate C(CCCCCCC)(=O)OCCCCCCCCCCCCCCCC